(3R,4R)-1-(5,6-difluoro-1-((1-methyl-1H-indazol-7-yl)methyl)-1H-benzimidazol-2-yl)-4-fluoro-3-piperidinamine FC1=CC2=C(N(C(=N2)N2C[C@H]([C@@H](CC2)F)N)CC=2C=CC=C3C=NN(C23)C)C=C1F